methyl (E)-4-(2-((tert-butoxycarbonyl)imino)-4-ethyl-6-oxo-4-(pent-4-en-1-yl)tetrahydropyrimidin-1(2H)-yl)chromane-6-carboxylate C(C)(C)(C)OC(=O)\N=C/1\N(C(CC(N1)(CCCC=C)CC)=O)C1CCOC2=CC=C(C=C12)C(=O)OC